NC1=CC(=NC=N1)C1=NOC(=C1)C1=CC(=C2CNC3(C2=C1)CCCCC3)C 6'-(3-(6-aminopyrimidin-4-yl)isoxazol-5-yl)-4'-methyl-spiro[cyclohexane-1,1'-isoindoline]